N1=CC=C(C=C1)NC1=CC=C(C(=O)NC2=NC=CC(=C2)NC2=CC=NC=C2)C=C1 4-(pyridin-4-ylamino)-N-(4-(pyridin-4-ylamino)pyridin-2-yl)benzamide